C(CCC)OC(C)OC/C=C/C1(CCC(CC1)(C)C)O (E)-1-(3-(1-butoxyethoxy)prop-1-en-1-yl)-4,4-dimethylcyclohexan-1-ol